Tert-butyl (S)-2-((4-(6-((3-fluoro-1-methyl-1H-indazol-6-yl) methoxy) pyridin-2-yl) piperidin-1-yl) methyl)-1-(oxetan-2-ylmethyl)-1H-benzo[d]imidazole-6-carboxylate FC1=NN(C2=CC(=CC=C12)COC1=CC=CC(=N1)C1CCN(CC1)CC1=NC2=C(N1C[C@H]1OCC1)C=C(C=C2)C(=O)OC(C)(C)C)C